Methyl (2-aminobenzyl)-L-valinate NC1=C(CN[C@@H](C(C)C)C(=O)OC)C=CC=C1